1-(2,2-difluoroethenyl)-3-nitrobenzene FC(=CC1=CC(=CC=C1)[N+](=O)[O-])F